(2S,5R)-2-((5-bromochroman-8-yl)methyl)-5-isopropyl-3,6-dimethoxy-2,5-dihydropyrazine BrC1=C2CCCOC2=C(C=C1)C[C@@H]1N=C([C@H](N=C1OC)C(C)C)OC